N1(C=NC=C1)C1=CC=CC(=N1)C=O 6-IMIDAZOL-1-YL-PYRIDINE-2-CARBALDEHYDE